2-[4-(1-benzimidazolyl)-2-methyl-2-butylamino]ethanol N1(C=NC2=C1C=CC=C2)CCC(C)(C)NCCO